3-bromo-5-cyclopropylbenzene-1,2-diamine BrC1=C(C(=CC(=C1)C1CC1)N)N